3-methyl-1-((2-(trimethylsilyl)ethoxy)-methyl)-1H-pyridine CC=1CN(C=CC1)COCC[Si](C)(C)C